6-(4-isopropyl-3-(5-(4-isopropylpiperazin-1-yl)pyridin-2-yl)-1H-pyrazol-5-yl)-8-methoxy-[1,2,4]triazolo[1,5-a]pyridine C(C)(C)C=1C(=NNC1C=1C=C(C=2N(C1)N=CN2)OC)C2=NC=C(C=C2)N2CCN(CC2)C(C)C